C1[C@H]([C@@H](C(=O)C[C@]1(C(=O)O)O)O)O The molecule is a 4-oxo monocarboxylic acid derived from quinic acid by oxidation of the hydroxy group at position 3 to the corresponding keto group. It has a role as an Escherichia coli metabolite. It is a 4-hydroxy monocarboxylic acid, a 2-hydroxy monocarboxylic acid, a 4-oxo monocarboxylic acid, a 5-hydroxy monocarboxylic acid and a secondary alpha-hydroxy ketone. It derives from a (-)-quinic acid. It is a conjugate acid of a 3-dehydroquinate.